C(C1=CC=CC=C1)(=S)SC(C)(C)C1=CC=C(C=C1)C(C)(C)SC(C1=CC=CC=C1)=S 1,4-bis-(2-(thiobenzoylthio)prop-2-yl)benzene